5-Bromo-3-aminopyridine BrC=1C=C(C=NC1)N